O1C(=CC=C1)C1=NC2=C(N1C#CC1=CC=C(C=C1)OC)C=CC=C2 2-(2-furyl)-1-(2-p-methoxyphenylethynyl)-1H-benzimidazole